2-(3-aminopropyl)-6-[[3-(2,3-difluoro-4-methoxy-phenyl)imidazo[1,2-a]pyrazin-8-yl]amino]-3,4-dihydroisoquinolin-1-one NCCCN1C(C2=CC=C(C=C2CC1)NC=1C=2N(C=CN1)C(=CN2)C2=C(C(=C(C=C2)OC)F)F)=O